C(C(C)C)C1=NOC(=N1)C1CN(CCC1)C(CC1=NON=C1C)=O 1-(3-(3-isobutyl-1,2,4-oxadiazol-5-yl)piperidin-1-yl)-2-(4-methyl-1,2,5-oxadiazol-3-yl)ethan-1-one